C1(CC1)C=1SC(=CN1)C=1C=C(C=CC1)N(C(=O)[C@@H]1CC[C@H](CC1)C(=O)OC)C[C@@H]1CC[C@H](CC1)C1=CC(=C(C=C1)OC)C trans-Methyl 4-((3-(2-cyclopropylthiazol-5-yl)phenyl)((trans-4-(4-methoxy-3-methylphenyl)cyclohexyl)methyl)carbamoyl)cyclohexanecarboxylate